C(OC1=CC=C(C=C1)\C=C\C(C1=CC=CC=C1)=O)(O)=O [4-[(E)-3-Oxo-3-phenylprop-1-enyl]phenyl] hydrogen carbonate